OCCN(C=1C=CC(=NC1)NC=1N=CC2=C(N1)N(C(C(=C2)Br)=O)C2CCCC2)CCO 2-{5-[bis-(2-hydroxyethyl)-amino]-pyridin-2-ylamino}-6-bromo-8-cyclopentyl-8H-pyrido[2,3-d]Pyrimidin-7-one